11-(1H-pyrrol-2-yl)undecan-1-thiol N1C(=CC=C1)CCCCCCCCCCCS